ClC1=C(C(=CC=C1)F)N1C=2N(C3=C(C1=O)C=NC(=N3)NC=3C=NC=1CCNCC1C3)C=CN2 6-(2-chloro-6-fluorophenyl)-2-(5,6,7,8-tetrahydro-1,6-naphthyridin-3-ylamino)imidazo[1,2-a]pyrimido[5,4-e]pyrimidin-5(6H)-one